tert-butyl 7-[1-(benzhydrylideneamino)-2-methoxy-2-oxo-ethyl]-2,3-dihydro-1,4-benzoxazine-4-carboxylate C(C1=CC=CC=C1)(C1=CC=CC=C1)=NC(C(=O)OC)C1=CC2=C(N(CCO2)C(=O)OC(C)(C)C)C=C1